[Si](C1=CC=CC=C1)(C1=CC=CC=C1)(C(C)(C)C)OCC(CN1[C@@H](C=2NC3=CC=CC=C3C2C[C@H]1C)C1=CN=C(S1)O[C@H]1CN[C@H](C1)C)(F)F 5-((1S,3R)-2-(3-((tert-Butyldiphenylsilyl)oxy)-2,2-difluoropropyl)-3-methyl-2,3,4,9-tetrahydro-1H-pyrido[3,4-b]indol-1-yl)-2-(((3R,5S)-5-methylpyrrolidin-3-yl)oxy)thiazole